4-((5-(4-(5-((7-((3,5-difluorophenyl)ethynyl)pyrrolo[2,1-f][1,2,4]triazine-2-yl)amino)pyridin-2-yl)piperazin-1-yl)pentyl)oxy)-2-(2,6-dioxopiperidin-3-yl)isoindolin FC=1C=C(C=C(C1)F)C#CC1=CC=C2C=NC(=NN21)NC=2C=CC(=NC2)N2CCN(CC2)CCCCCOC2=C1CN(CC1=CC=C2)C2C(NC(CC2)=O)=O